((2S,3S)-3-(2,4-dichlorophenyl)-1,4-dioxaspiro[4.5]decan-2-yl)methyl sulfamate S(N)(OC[C@@H]1OC2(O[C@H]1C1=C(C=C(C=C1)Cl)Cl)CCCCC2)(=O)=O